FC(C(=O)O)(F)F.NC=1C(=CC(=C(C1)NC(C=C)=O)OCCN1CCCC1)OC N-(5-amino-4-methoxy-2-(2-(pyrrolidin-1-yl)ethoxy)phenyl)acrylamide trifluoroacetic acid salt